1-(4-fluoro-5-methyl-2-nitrophenyl)-3-(isopropylamino)propan-1-one FC1=CC(=C(C=C1C)C(CCNC(C)C)=O)[N+](=O)[O-]